C12CC3CCCC(CCCC3C1)C2 Tricyclo[5.5.1.03,11]tridecan